C(C=C)OC(C(C)O)S(=O)(=O)[O-].[Na+] sodium allyloxy-2-hydroxypropanesulphonate